5,5'-methylethylidenedisalicylaldehyde COC=1C(C=O)=CC(=CC1)C(C)C1=CC=C(C(C=O)=C1)O